4-(4-((tert-butoxycarbonyl)amino)-6-(quinolin-3-yl)pyrimidin-2-yl)piperazine-1-carboxylate C(C)(C)(C)OC(=O)NC1=NC(=NC(=C1)C=1C=NC2=CC=CC=C2C1)N1CCN(CC1)C(=O)[O-]